C(C)(C)(C)OC(=O)N1CCC2(CC(C2)=CC2=C(C=NN2C2CC2)C2=C(C=CC=C2Cl)Cl)CC1.NC1=C2C(C(=O)N(C2=O)C2C(=O)NC(CC2)=O)=CC=C1 α-(3-aminophthalimido)glutarimide tert-Butyl-2-((1-cyclopropyl-4-(2,6-dichlorophenyl)-1H-pyrazol-5-yl)methylene)-7-azaspiro[3.5]nonane-7-carboxylate